FC(C(=O)[O-])(F)F.N[C@@H](CC1=CC=C(OCCNC(CCCCC[N+](C)(C)C)=O)C=C1)C(=O)O (S)-6-((2-(4-(2-amino-2-carboxyethyl)phenoxy)ethyl)amino)-N,N,N-trimethyl-6-oxohexan-1-aminium 2,2,2-trifluoroacetate